(2R)-1,1-Difluoro-2-{3-[1-(2,2,2-trifluoroethyl)-1H-pyrazol-5-yl]-1,2,4-oxadiazol-5-yl}-6-azaspiro[2.5]octan-6-sulfonamid FC1([C@H](C12CCN(CC2)S(=O)(=O)N)C2=NC(=NO2)C2=CC=NN2CC(F)(F)F)F